N-[5-(6-methoxy-3-pyridinyl)-2-methylphenyl]-7-azabicyclo[2.2.1]heptane-7-carboxamide COC1=CC=C(C=N1)C=1C=CC(=C(C1)NC(=O)N1C2CCC1CC2)C